benzyl 4-(4-(tert-butyloxycarbonyl) piperazin-1-yl)-2-(methylthio)-5,6,7,9-tetrahydro-8H-pyrimido[4,5-c]azepine-8-carboxylate C(C)(C)(C)OC(=O)N1CCN(CC1)C1=NC(=NC=2CN(CCCC21)C(=O)OCC2=CC=CC=C2)SC